(1r,2r)-2-(pyrrolidin-1-yl)cyclohexan-1-ol N1(CCCC1)[C@H]1[C@@H](CCCC1)O